CC(C)(COP(=O)(O)OP(=O)(O)OC[C@@H]1[C@H]([C@H]([C@@H](O1)N2C=NC3=C(N=CN=C32)N)O)OP(=O)(O)O)[C@H](C(=O)NCCC(=O)NCCSCC(=O)O)O The molecule is an S-alkyl-CoA having carboxymethyl as the S-alkyl component. It has a role as a Brassica napus metabolite and an EC 2.3.3.1 [citrate (Si)-synthase] inhibitor.